(S)-N,N-dimethyl-3-((2-((7-(pyrrolidin-1-yl)-6,7,8,9-tetrahydro-5H-benzo[7]annulen-2-yl)amino)quinazolin-7-yl)amino)benzenesulfonamide CN(S(=O)(=O)C1=CC(=CC=C1)NC1=CC=C2C=NC(=NC2=C1)NC=1C=CC2=C(CC[C@H](CC2)N2CCCC2)C1)C